6-chloro-3-(((R)-1-(2-cyano-3-((1S,4R)-2,2-difluoro-7-azabicyclo[2.2.1]heptan-7-yl)-7-methylquinoxalin-5-yl)ethyl)amino)picolinic acid ClC1=CC=C(C(=N1)C(=O)O)N[C@H](C)C1=C2N=C(C(=NC2=CC(=C1)C)C#N)N1[C@@H]2C(C[C@H]1CC2)(F)F